Methyl (E)-3-(3-([1,2,4]triazolo[1,5-a]pyridin-6-yl)-5-((4-methylbenzyl)carbamoyl)phenyl)acrylate N=1C=NN2C1C=CC(=C2)C=2C=C(C=C(C2)C(NCC2=CC=C(C=C2)C)=O)/C=C/C(=O)OC